F[C@@]1(C=2C=CC=NC2[C@H](CC1)O)C(=O)N[C@H]1CCCC2=CC=CC=C12 (5S,8S)-5-fluoro-8-hydroxy-N-((S)-1,2,3,4-tetrahydronaphthalen-1-yl)-5,6,7,8-tetrahydroquinoline-5-carboxamide